(±)-2-methyl-2-propanesulfinamide CC(C)(C)[S@@](=O)N |r|